7,7-diphenyl-7H-benzo[C]fluorene C1(=CC=CC=C1)C1(C=2C=CC=CC2C=2C3=C(C=CC12)C=CC=C3)C3=CC=CC=C3